tris((trifluoromethyl)sulfonyl)methanide (R)-tert-butyl-(1-(2-(6-cyano-1-ethyl-1H-indol-2-yl)-1-methyl-1H-benzo[d]imidazole-5-carbonyl)piperidin-3-yl)carbamate C(C)(C)(C)N(C([O-])=O)[C@H]1CN(CCC1)C(=O)C1=CC2=C(N(C(=N2)C=2N(C3=CC(=CC=C3C2)C#N)CC)C)C=C1.FC(S(=O)(=O)[C-](S(=O)(=O)C(F)(F)F)S(=O)(=O)C(F)(F)F)(F)F